Cl.N[C@@H]1CN(CCC1)C1=CC(=NC=C1C=1C=NN(C1)C(F)F)NC1=NC(=NC=C1)C1=C(C=C(C(=O)NC)C=C1OC)F (S)-4-(4-((4-(3-aminopiperidin-1-yl)-5-(1-(difluoromethyl)-1H-pyrazol-4-yl)pyridin-2-yl)amino)pyrimidin-2-yl)-3-fluoro-5-methoxy-N-methylbenzamide hydrochloride